BrC1=CC=C(C=C1)N1C(N=CC=C1)=O 1-(4-bromophenyl)pyrimidin-2(1H)-one